C1CC12CC(OC(C2)=O)=O 6-oxaspiro[2.5]octane-5,7-dione